C1(CC1)C1=NN(C2=CC=C(C=C12)N1CCNCC1)[C@@H]1C[C@H](C1)CNC=1C=C2C(N(C(C2=CC1)=O)C1C(NC(CC1)=O)=O)=O 5-(((trans-3-(3-cyclopropyl-5-(piperazin-1-yl)-1H-indazol-1-yl)cyclobutyl)methyl)amino)-2-(2,6-dioxopiperidin-3-yl)isoindoline-1,3-dione